2-(2-(cyclopropanesulfonamido)pyrimidin-4-yl)-N-(5'-ethoxy-[3,3'-bipyridin]-6-yl)-2-methylpropanamide C1(CC1)S(=O)(=O)NC1=NC=CC(=N1)C(C(=O)NC1=CC=C(C=N1)C=1C=NC=C(C1)OCC)(C)C